N-ethyl-2-(1-phenyl-1H-pyrazol-4-yl)-N-(piperidin-4-yl)-1,3-oxazole-4-carboxamide C(C)N(C(=O)C=1N=C(OC1)C=1C=NN(C1)C1=CC=CC=C1)C1CCNCC1